ClCC(CSC1=CC(=CC(=C1)SCC(CCl)O)SCC(CCl)O)O 1,3,5-tris(3-chloro-2-hydroxypropanylthio)benzene